4-((1,5-dihydro-3-methyl-5-oxo-1-phenyl-4H-pyrazol-4-ylidene)methyl)-2,4-dihydro-5-methyl-2-phenyl-3H-pyrazol-3-one CC1=NN(C(C1=CC1C(N(N=C1C)C1=CC=CC=C1)=O)=O)C1=CC=CC=C1